oxole O1C=CC=C1